(R)-N-(3,3-Difluoro-1-(methylsulfonyl)piperidin-4-yl)-5-(1-(2,2-difluoroethyl)-1H-benzo[d][1,2,3]triazol-6-yl)-6-fluoro-4-methoxypyrrolo[2,1-f][1,2,4]triazin-2-amine FC1(CN(CC[C@H]1NC1=NN2C(C(=N1)OC)=C(C(=C2)F)C=2C=CC1=C(N(N=N1)CC(F)F)C2)S(=O)(=O)C)F